ClC=1C=C2C=C(NC2=CC1)C(=O)NNC(/C=C/C1=CCN(C=C1)CCCCCC)=O (E)-4-(3-(2-(5-chloro-1H-indole-2-carbonyl)hydrazino)-3-oxoprop-1-en-1-yl)-1-hexylpyridine